OC(C(=O)C1=CC=CC=C1)O 2,2-dihydroxyacetophenone